5-(butylamino)-2-((5-nitrothiazol-2-yl)carbamoyl)phenylacetate C(CCC)NC=1C=CC(=C(C1)CC(=O)[O-])C(NC=1SC(=CN1)[N+](=O)[O-])=O